((1R,5S,6r)-6-(5-aminoisoxazol-3-yl)-3-azabicyclo[3.1.0]hexan-3-yl)(3-chloro-4-(trifluoromethyl)phenyl)methanone NC1=CC(=NO1)C1[C@H]2CN(C[C@@H]12)C(=O)C1=CC(=C(C=C1)C(F)(F)F)Cl